S(OC1=CC=C(C=C1)OCC1=C(C=C(C=C1F)C1=CC(=NC(=C1)O)Cl)F)(=O)(=O)F 4-((4-(2-chloro-6-hydroxypyridin-4-yl)-2,6-difluorobenzyl)oxy)phenyl sulfurofluoridate